ClCCN(C1=CC2=C(N(C(=N2)CC[C@@H](C(=O)OC)NC(=O)OC(C)(C)C)C2=CC=CC=C2)C=C1)CCCl Methyl (2S)-4-[5-[bis(2-chloroethyl)amino]-1-phenyl-benzimidazol-2-yl]-2-(tert-butoxycarbonylamino)butanoate